[N+](=O)([O-])C=1N=C(NC1)C=1C=CC=C(C1)O 5-(4-nitro-1H-imidazol-2-yl)phenol